NC1=NC=2C=CC(=CC2C2=C1[C@H](OC2)C)C(=O)N(CC2CCOCC2)CC2=NC=C(C=C2)C#N (3R)-4-amino-N-((5-cyano-2-pyridinyl)methyl)-3-methyl-N-(tetrahydro-2H-pyran-4-ylmethyl)-1,3-dihydrofuro[3,4-c]quinoline-8-carboxamide